(R)-2-(6-((1-(3-(difluoromethyl)-2-methylphenyl)prop-2-yn-1-yl)amino)-5-(1,3-dioxolan-2-yl)-2-methylpyrimidin-4-yl)-N-(1-isopropyl-1H-pyrazol-4-yl)acetamide FC(C=1C(=C(C=CC1)[C@@H](C#C)NC1=C(C(=NC(=N1)C)CC(=O)NC=1C=NN(C1)C(C)C)C1OCCO1)C)F